C12N(CC(NC1)CC2)C2=NC(=NC=1C(N(N=CC12)C1=CC(=CC2=CC=C(C(=C12)F)F)O)=O)OC[C@H]1N(CCC1)C 4-(2,5-Diazabicyclo[2.2.2]octan-2-yl)-7-(7,8-difluoro-3-hydroxynaphthalen-1-yl)-2-(((S)-1-methylpyrrolidin-2-yl)methoxy)pyrimido[4,5-d]pyridazin-8(7H)-one